FC=1C(=CC=2C3=C(N(C(C2C1)=O)C)COCC3NC)F 8,9-difluoro-5-methyl-1-(methylamino)-1,5-dihydro-2H-pyrano[3,4-c]isoquinolin-6(4H)-one